[N+](=[N-])=C1C(C=CC=C1)NC1=CC=CC=C1 diazoanilinobenzene